C(C=C)O[C@@H]1C[C@H](N(CC1)C(=O)OC(C)(C)C)C1=C(C=C(C=C1)C(=O)OC)OCCCCC=C tert-butyl (2S,4S)-4-(allyloxy)-2-(2-(hex-5-en-1-yloxy)-4-(methoxycarbonyl)phenyl)piperidine-1-carboxylate